3-(3-methyl-2-oxo-5-(3,9-diazaspiro[5.5]undecan-3-yl)-2,3-dihydro-1H-benzo[d]imidazol-1-yl)piperidine-2,6-dione trifluoroacetate FC(C(=O)O)(F)F.CN1C(N(C2=C1C=C(C=C2)N2CCC1(CC2)CCNCC1)C1C(NC(CC1)=O)=O)=O